(6,6-difluoro-1-(4-methylphenyl)-3-azabicyclo[3.1.0]hex-3-yl)((5R)-7,7-dimethyl-5-phenyl-4,5,6,7-tetrahydropyrazolo[1,5-a]pyrimidin-3-yl)methanone FC1(C2CN(CC12C1=CC=C(C=C1)C)C(=O)C=1C=NN2C1N[C@H](CC2(C)C)C2=CC=CC=C2)F